C12(CC3CC(CC(C1)C3)C2)CN2N=CC(=C2C)C=2C(=NC(=CC2)N(C)C=2N=NC(=C(C2)C)NC=2SC3=C(N2)C=CC=C3)C(=O)NS(=O)(=O)CCCC(=O)O 4-(N-(3-(1-((1s,3s)-adamantan-1-ylmethyl)-5-methyl-1H-pyrazol-4-yl)-6-((6-(benzo[d]thiazol-2-ylamino)-5-methylpyridazin-3-yl)(methyl)amino)picolinoyl)sulfamoyl)butanoic acid